3,3-dimethyl-N-(3-methyl-1,1-dioxidothietan-3-yl)-2-oxo-1-(5-(trifluoromethoxy)pyridin-3-yl)indoline-5-carboxamide CC1(C(N(C2=CC=C(C=C12)C(=O)NC1(CS(C1)(=O)=O)C)C=1C=NC=C(C1)OC(F)(F)F)=O)C